(4-(5-(7-(1-methyl-1H-pyrazol-4-yl)quinolin-5-yl)pyridin-2-yl)piperazin-1-yl)(1-phenylcyclopropyl)methanone CN1N=CC(=C1)C1=CC(=C2C=CC=NC2=C1)C=1C=CC(=NC1)N1CCN(CC1)C(=O)C1(CC1)C1=CC=CC=C1